1-(tert-butyl) 4-methyl 2-methylterephthalate CC1=C(C(=O)OC(C)(C)C)C=CC(=C1)C(=O)OC